(3S,4R)-4-{[5-bromo-6-cyano-7-(3-fluoro-3-methylbutan-2-yl)pyrrolo[2,1-f][1,2,4]triazin-2-yl]amino}oxan-3-yl acetate C(C)(=O)O[C@@H]1COCC[C@H]1NC1=NN2C(C=N1)=C(C(=C2C(C)C(C)(C)F)C#N)Br